C[Si](C1=CC=C(C=C1)C1=CC=C(C=C1)C#N)(C)C 4'-(trimethylsilyl)-[1,1'-biphenyl]-4-carbonitrile